[Si](C)(C)(C(C)(C)C)OCCC1=CC=C(C=C1)C1(CC1)NC(=O)C=1C=NN2C1CN(CC2)C(=O)OC(C)(C)C tert-butyl 3-[1-(4-2-[(tert-butyldimethylsilyl)oxy]ethylphenyl) cyclopropyl]carbamoyl-4H,5H,6H,7H-pyrazolo[1,5-a]pyrazine-5-carboxylate